ClC=1C=NC(=NC1)OC1=CC=CC2=C1N(C(=N2)C)CCCC(F)(F)F 7-[(5-Chloropyrimidine-2-yl)oxy]-2-methyl-1-(4,4,4-trifluorobutyl)-1H-benzo[d]imidazole